C(C)SCCCl chloroethyl ethyl sulfide